(9H-fluoren-9-yl)methyl (((3R,5S)-5-((6-bromopyridin-2-yl)carbamoyl)pyrrolidin-3-yl)methyl)carbamate BrC1=CC=CC(=N1)NC(=O)[C@@H]1C[C@H](CN1)CNC(OCC1C2=CC=CC=C2C=2C=CC=CC12)=O